1-[4-({4-[(3S,4S)-3,4-difluoropyrrolidin-1-yl]-5-(trifluoromethyl)pyrimidin-2-yl}amino)-3-(propan-2-yloxy)phenyl]piperidin-3-ol F[C@H]1CN(C[C@@H]1F)C1=NC(=NC=C1C(F)(F)F)NC1=C(C=C(C=C1)N1CC(CCC1)O)OC(C)C